isatin monooxime N1C(C(=O)C2=CC=CC=C12)=NO